12-octadecynic acid C(CCCCCCCCCCC#CCCCCC)(=O)O